ClC=1N=C(C2=C(N1)C(=C(O2)I)C)N2CCOCC2 2-chloro-6-iodo-7-methyl-4-morpholinofuro[3,2-d]pyrimidine